(trifluoromethyl)-4,6-dihydrocyclopenta[c]pyrazol-4-ol FC(F)(F)C1=C2C(=NN1)CCC2O